6-(aminooxy)-N-(bis(dimethylamino)methylene)-N-(6-phenoxyhexyl)hexan-1-aminium Bromide [Br-].NOCCCCCC[N+](CCCCCCOC1=CC=CC=C1)=C(N(C)C)N(C)C